benzyl ((1S)-(6,6-difluorospiro[3.3]heptan-2-yl)(6-(((5R)-2-oxo-5-(trifluoromethyl)piperidin-3-yl)methyl)imidazo[1,2-b]pyridazin-2-yl)methyl)carbamate FC1(CC2(CC(C2)[C@@H](C=2N=C3N(N=C(C=C3)CC3C(NC[C@@H](C3)C(F)(F)F)=O)C2)NC(OCC2=CC=CC=C2)=O)C1)F